2-[5-[bis(p-anisoyl)amino]-3-fluoro-6-methoxy-2-pyridinyl]acetonitrile C(C1=CC=C(C=C1)OC)(=O)N(C=1C=C(C(=NC1OC)CC#N)F)C(C1=CC=C(C=C1)OC)=O